3-[[4-(2,6-dimethylphenyl)-6-[(2R)-2-[(4,4-dimethyltetrahydrofuran-2-yl)methylamino]-4,4-dimethyl-pentoxy]pyrimidin-2-yl]sulfamoyl]benzoic acid CC1=C(C(=CC=C1)C)C1=NC(=NC(=C1)OC[C@@H](CC(C)(C)C)NCC1OCC(C1)(C)C)NS(=O)(=O)C=1C=C(C(=O)O)C=CC1